BrC1=CC(=C(CC2=CC(=C(C=C2)O)C(C)C)C(=C1)Cl)Cl 4-(4-bromo-2,6-dichlorobenzyl)-2-isopropylphenol